4-(((6-(isoindolin-2-ylmethyl)-4-oxo-4H-pyran-3-yl)oxy)methyl)piperidine-1-carboxylic acid tert-butyl ester C(C)(C)(C)OC(=O)N1CCC(CC1)COC1=COC(=CC1=O)CN1CC2=CC=CC=C2C1